N'-[(1,3-phenylene)dioxybis(3,1-phenylene)]bis(maleimide) C1(=CC(=CC=C1)OC=1C=C(C=CC1)C=1C(=O)NC(C1)=O)OC=1C=C(C=CC1)C=1C(=O)NC(C1)=O